tert-butoxycarbonyl-4-methoxy-indoline-2-carboxylic acid C(C)(C)(C)OC(=O)N1C(CC2=C(C=CC=C12)OC)C(=O)O